C(C)(C)(C)OC(N(C)C1CCN(CC1)C1=NC=C(C=N1)Br)=O.FC1=CC2=C(N(C(=N2)CCC)CN2C(CC(C2)CCC)=O)C=C1 1-[(5-fluoro-2-propyl-1H-benzimidazol-1-yl)methyl]-4-propylpyrrolidin-2-one tert-butyl-N-[1-(5-bromopyrimidin-2-yl)-4-piperidyl]-N-methyl-carbamate